3-cyanophenoxazine C(#N)C=1C=CC=2NC3=CC=CC=C3OC2C1